CC1=NC(=CC(=N1)NC1=NN2C(C=C(C=C2)C2=CC(=NC=C2OC[C@@]2(COCC2)C)C)=C1)C (S)-N-(2,6-dimethylpyrimidin-4-yl)-5-[2-methyl-5-[(3-methyltetrahydrofuran-3-yl)methoxy]-4-pyridyl]pyrazolo[1,5-a]pyridin-2-amine